tert-butyl 3-(4-fluoro-1-methyl-1H-pyrazol-3-yl)azetidine-1-carboxylate FC=1C(=NN(C1)C)C1CN(C1)C(=O)OC(C)(C)C